N-(2-((2S,6S)-2,6-dimethylmorpholino)ethyl)-6-methyl-5-((1-methyl-6-(pyridin-4-ylamino)-1H-pyrazolo[3,4-d]pyrimidin-3-yl)amino)nicotinamide C[C@@H]1O[C@H](CN(C1)CCNC(C1=CN=C(C(=C1)NC1=NN(C2=NC(=NC=C21)NC2=CC=NC=C2)C)C)=O)C